4-(2-methylpyridin-3-yl)piperidine CC1=NC=CC=C1C1CCNCC1